2-cyclobutyl-N-(5-(6-(3-methoxy-4-(4-methoxypiperidine-1-carbonyl)phenyl)pyrazin-2-yl)thiophen-3-yl)acetamide C1(CCC1)CC(=O)NC1=CSC(=C1)C1=NC(=CN=C1)C1=CC(=C(C=C1)C(=O)N1CCC(CC1)OC)OC